tert-butyl (2S,3R)-3-(((2-amino-6-chlorophenyl)amino)methyl)-1-(6-methyl-4-(trifluoromethyl)pyridin-2-yl)-5-oxopyrrolidine-2-carboxylate NC1=C(C(=CC=C1)Cl)NC[C@@H]1[C@H](N(C(C1)=O)C1=NC(=CC(=C1)C(F)(F)F)C)C(=O)OC(C)(C)C